N-(3-chlorobenzyl)-1-((6-cyclopropylimidazo[1,2-a]pyridin-2-yl)methyl)-1H-pyrazole-4-sulfonamide ClC=1C=C(CNS(=O)(=O)C=2C=NN(C2)CC=2N=C3N(C=C(C=C3)C3CC3)C2)C=CC1